4-((2-cyano-4-fluorophenyl)thio)-6-(1-(2-hydroxyethyl)-5-methyl-1H-pyrazol-4-yl)pyrazolo[1,5-a]pyridine-3-carbonitrile C(#N)C1=C(C=CC(=C1)F)SC=1C=2N(C=C(C1)C=1C=NN(C1C)CCO)N=CC2C#N